3-(1-oxo-5-(1-((5-(trifluoromethyl)pyridin-2-yl)methyl)piperidin-4-yl)isoindolin-2-yl)piperidine-2,6-dione O=C1N(CC2=CC(=CC=C12)C1CCN(CC1)CC1=NC=C(C=C1)C(F)(F)F)C1C(NC(CC1)=O)=O